(1R,5S,6r)-6-(1-isopropyl-3-((1s,4S)-4-(trifluoromethyl)cyclohexyl)-1H-1,2,4-triazol-5-yl)bicyclo[3.1.0]hexan-3-one C(C)(C)N1N=C(N=C1C1[C@H]2CC(C[C@@H]12)=O)C1CCC(CC1)C(F)(F)F